6-(2-chlorophenyl)-2-{[4-(2,3-dihydroimidazo[2,1-b][1,3]thiazol-6-yl)phenyl]amino}imidazo[1,2-a]pyrimido[5,4-e]pyrimidin-5(6H)-one ClC1=C(C=CC=C1)N1C=2N(C3=C(C1=O)C=NC(=N3)NC3=CC=C(C=C3)C=3N=C1SCCN1C3)C=CN2